5-(imidazo[1,2-a]pyridin-8-ylmethoxy)-2-(2-methoxyethoxy)isonicotinaldehyde N=1C=CN2C1C(=CC=C2)COC2=CN=C(C=C2C=O)OCCOC